C(C)OC(C(CC(C)C)N1C(C(=CC(=C1)CCN(C)C)C)=O)=O.NC1=CC=C(C=C1)C1=CC=C(C=C1)C1=CC(=CC(=C1)C1=CC=C(C=C1)C1=CC=C(C=C1)N)C1=CC=C(C=C1)C1=CC=C(C=C1)N 1,3,5-tris(4'-amino[1,1'-biphenyl]-4-yl)benzene ethyl-2-(5-(2-(dimethylamino)ethyl)-3-methyl-2-oxopyridin-1(2H)-yl)-4-methylpentanoate